N-(2-bromoethyl)pyrazine-2-carboxamide BrCCNC(=O)C1=NC=CN=C1